C(C)NC(NC1=NC(=CC(=C1)CN1CCN(CC1)C=1C=CC(=NC1F)C(=O)NC)C)=O 5-(4-((2-(3-ethylureido)-6-methylpyridin-4-yl)methyl)piperazin-1-yl)-6-fluoro-N-methylpicolinamide